BrC=1C=CC=2N(C1)C(=C(N2)CC(F)(F)F)NC=O N-[6-Bromo-2-(2,2,2-trifluoro-ethyl)-imidazo[1,2-a]pyridin-3-yl]-formamide